FC(OC[C@H]1N(C[C@H](C1)OC1=CC=C(C=C1)C(F)(F)F)C1=CC(=C(C(=O)O)C=C1)F)F 4-((2S,4S)-2-(Difluoromethoxymethyl)-4-(4-(trifluoromethyl)phenoxy)pyrrolidin-1-yl)-2-fluorobenzoic acid